4-chloro-5-(trifluoromethyl)-N-(1-methylsulfonylpiperidin-4-yl)pyrimidin-2-amine ClC1=NC(=NC=C1C(F)(F)F)NC1CCN(CC1)S(=O)(=O)C